FC=1N=C2N(C=CC=N2)C1 fluoroimidazo[1,2-a]pyrimidin